5-cyclopropyl-3-(2,6-dichlorophenyl)-N-(7-azaspiro[3.5]non-2-yl)isoxazol-4-amine C1(CC1)C1=C(C(=NO1)C1=C(C=CC=C1Cl)Cl)NC1CC2(C1)CCNCC2